S1C=NC2=C1C=C(C=C2)C2=CN(C=1N=C(N(C(C12)=O)C)N1C2CN(CC1CCC2)C(=O)OC(C)(C)C)COCC[Si](C)(C)C tert-Butyl 9-(5-(benzo[d]thiazol-6-yl)-3-methyl-4-oxo-7-((2-(trimethylsilyl)ethoxy)methyl)-4,7-dihydro-3H-pyrrolo[2,3-d]pyrimidin-2-yl)-3,9-diazabicyclo[3.3.1]nonane-3-carboxylate